Cl.C(C)(C)(C)OC(C1=C(C=CC=C1F)OC)=O 6-fluoro-2-methoxybenzoic acid tert-butyl ester hydrochloride